BrC=1C=C2C(=CC=NC2=CC1)C(=O)N1CCN(C2(CC2)C1)C(=O)OC(C)(C)C tert-butyl 7-(6-bromoquinoline-4-carbonyl)-4,7-diazaspiro[2.5]octane-4-carboxylate